(S)-(3-(1-(cyclopropylmethyl)-1H-pyrazol-5-yl)-2,7-dimethyl-2,4,5,7-tetrahydro-6H-pyrazolo[3,4-c]pyridin-6-yl)(quinolin-6-yl)methanone C1(CC1)CN1N=CC=C1C=1N(N=C2[C@@H](N(CCC21)C(=O)C=2C=C1C=CC=NC1=CC2)C)C